C(#N)C1=CC(=C(C(=C1)C(C)C)CC(=O)N[S@@](=O)(=N)C1=CC=C(C=C1)CN(C)C)C(C)C |o1:15| (S)- or (R)-2-(4-cyano-2,6-diisopropylphenyl)-N-(4-((dimethylamino)methyl)phenylsulfonimidoyl)acetamide